3-chloro-N-(5-((4-fluorophenyl)ethynyl)-3-methylpyridin-2-yl)-1-methyl-5-(1-methyl-1H-indazol-5-yl)-1H-pyrazole-4-carboxamide ClC1=NN(C(=C1C(=O)NC1=NC=C(C=C1C)C#CC1=CC=C(C=C1)F)C=1C=C2C=NN(C2=CC1)C)C